C(C)(C)(C)OC(=O)N1[C@H](CC(C1)C1=NC(=C2N1C=CN=C2N)I)COC (2R)-4-{8-amino-1-iodoimidazo[1,5-a]pyrazin-3-yl}-2-(methoxymethyl)pyrrolidine-1-carboxylic acid tert-butyl ester